Br/C(=C/C(=O)NCCCC(=O)O)/C(=O)NCCOC (E)-4-(3-bromo-4-((2-methoxyethyl)amino)-4-oxobut-2-enamido)butanoic acid